C(C)OCC1(CCC(CC1)C1=C(N=C2N1CCC2)CN(CCN(C(OC(C)(C)C)=O)C)C)COCC tert-Butyl (2-(((3-(4,4-bis(ethoxymethyl)cyclohexyl)-6,7-dihydro-5H-pyrrolo[1,2-a]imidazol-2-yl)methyl)(methyl)amino)ethyl)(methyl)carbamate